ClC1=CC(=C(C=C1)C1=NN=C(C2=CC=CC=C12)NC[C@H](CO)O)O (2R)-3-[[4-(4-chloro-2-hydroxy-phenyl)phthalazin-1-yl]amino]propane-1,2-diol